C(C)OC1=CC(=C(C=N1)N1C(O[C@]2(C1)C[C@@](CCC2)(C)CN2C=NC1=C2C=C(C=C1)C#N)=O)C 1-(((5S,7S)-3-(6-ethoxy-4-methylpyridin-3-yl)-7-methyl-2-oxo-1-oxa-3-azaspiro[4.5]decane-7-yl)methyl)-1H-benzo[d]imidazole-6-carbonitrile